NC1=NC=2C=C(C=CC2C2=C1C=NN2C)CN(C(=O)C=2C=NC(=NC2)C2CC2)C2=C(C=C(C=C2)F)S(=O)(=O)C N-({4-amino-1-methyl-1H-pyrazolo[4,3-c]quinolin-7-yl}methyl)-2-cyclopropyl-N-(4-fluoro-2-methanesulfonylphenyl)pyrimidine-5-carboxamide